N-(4-((5-methyl-4-((5-methyl-1H-pyrazol-3-yl)amino)-6-morpholinopyrimidin-2-yl)thio)phenyl)cyclopropanecarboxamide CC=1C(=NC(=NC1N1CCOCC1)SC1=CC=C(C=C1)NC(=O)C1CC1)NC1=NNC(=C1)C